OC1=CC=C(C=C1)C=CC(=O)C1=CC=C(C=C1)NS(=O)(=O)C1=CC=C(C=C1)C N-(4-(3-(4-Hydroxyphenyl)acryloyl)phenyl)-4-methylbenzenesulfonamide